(2-amino-6-chlorophenyl)-(2,6-difluorophenyl)methanone NC1=C(C(=CC=C1)Cl)C(=O)C1=C(C=CC=C1F)F